ClC=1C=C2C(N(C(=NC2=CC1Cl)[C@@H](CCC)N1CCNC[C@H](C1)C)CC)=O 6,7-dichloro-3-ethyl-2-((R)-1-((R)-6-methyl-1,4-diazepan-1-yl)butyl)quinazolin-4(3H)-one